2-[4-(4-chlorophenyl)-5-(pyridin-4-yl)-1H-imidazol-1-yl]-1-{2,7-diazaspiro[3.5]nonan-7-yl}ethan-1-one ClC1=CC=C(C=C1)C=1N=CN(C1C1=CC=NC=C1)CC(=O)N1CCC2(CNC2)CC1